6-Bromobenzo[b]thiophene-7-carbonitrile BrC=1C=CC2=C(SC=C2)C1C#N